BrC=1C=C2C(=CC3(C2=CC1)CCCC3)CBr 5'-bromo-3'-(bromomethyl)spiro[cyclopentane-1,1'-indene]